C1N(CCC2=CC=CC=C12)C[C@H](CN1C(C2=CC=C(C=C2CC1)N1C2COC(C1)C2)=O)O 2-[(2R)-3-(3,4-dihydro-1H-isoquinolin-2-yl)-2-hydroxy-propyl]-6-(2-oxa-5-azabicyclo[2.2.1]heptan-5-yl)-3,4-dihydroisoquinolin-1-one